C(C)(C)(C)OC(NC(CO)(C)C1=CC(=CC=C1)C(F)(F)F)=O.COC1=CC=C(C=C1)C(C=O)C para-methoxyphenyl-propanal tert-butyl-N-{1-hydroxy-2-[3-(trifluoromethyl)phenyl]propan-2-yl}carbamate